7-((2S,5R)-2,5-diethyl-4-(3-(trifluoromethyl)benzoyl)piperazin-1-yl)-4-methyl-2-(tetrahydro-2H-pyran-2-yl)-2,4-dihydro-5H-pyrazolo[4,3-b]pyridin-5-one C(C)[C@@H]1N(C[C@H](N(C1)C(C1=CC(=CC=C1)C(F)(F)F)=O)CC)C=1C=2C(N(C(C1)=O)C)=CN(N2)C2OCCCC2